4-Ethyl-6-(4-(4-(tetrahydro-2H-pyran-2-yl)-4H-1,2,4-triazol-3-yl)phenyl)-3,4-dihydro-pyrazino[2,3-b]Pyrazin-2(1H)-one C(C)N1CC(NC2=NC=C(N=C21)C2=CC=C(C=C2)C2=NN=CN2C2OCCCC2)=O